C(C1=CC=CC=C1)OP(=O)(OCC1=CC=CC=C1)C=1C=C2C(=CNC2=CC1)CCNC(CN1C(CCC1)=O)=O N-{2-[5-(dibenzyloxyphosphoryl)-1H-indol-3-yl]ethyl}(2-oxo-1-pyrrolidinyl)acetamide